C1N(C(CC12CCCCC2)C(=O)OCC)C(=O)OC(C)(C)C 2-tert-butyl 3-ethyl 2-azaspiro[4.5]decane-2,3-dicarboxylate